ClC1=C(C(=CC=C1)C(F)(F)F)COC=1C=CC(=NC1)N1C(N(CC1=O)C)=O 3-(5-{[2-chloro-6-(trifluoromethyl)phenyl]methoxy}pyridin-2-yl)-1-methylimidazolidine-2,4-dione